ClC1=CC(=C2C(=N1)N(C=N2)C2COC2)C 5-chloro-7-methyl-3-(oxetan-3-yl)-3H-imidazo[4,5-b]pyridine